3-(diisobutoxy-thiophosphoryl mercapto)-2-methyl-propionate C(C(C)C)OP(=S)(OCC(C)C)SCC(C(=O)[O-])C